C1(=CC=CC=C1)C1=CC=CC(=N1)C1=C(C=CC=C1)C1=C(C(=NC(=C1N1C2=C(C=3C=CC=CC13)C=NC=C2)N2C1=C(C=3C=CC=CC23)C=NC=C1)N1C2=C(C=3C=CC=CC13)C=NC=C2)N2C1=C(C=3C=CC=CC23)C=NC=C1 5,5',5'',5'''-(4-(2-(6-phenylpyridin-2-yl)phenyl)pyridine-2,3,5,6-tetrayl)tetrakis(5H-pyrido[4,3-b]indole)